2-octylglycerylether C(CCCCCCC)C(COCC(O)(CO)CCCCCCCC)(O)CO